C1(CCC1)CNC(OCC1=C(SC=C1)C1=NC(=C(C=C1)OC1OCCCC1)C)=O (2-(6-methyl-5-((tetrahydro-2H-pyran-2-yl)oxy)pyridin-2-yl)thiophen-3-yl)methyl (cyclobutylmethyl)carbamate